N-((2-(2,6-dioxopiperidin-3-yl)-1-oxoisoindolin-5-yl)methyl)-2,2-difluoro-2-(4-(trifluoromethylsulfanyl)phenyl)acetamide O=C1NC(CCC1N1C(C2=CC=C(C=C2C1)CNC(C(C1=CC=C(C=C1)SC(F)(F)F)(F)F)=O)=O)=O